N[C@H]1C=2C(=NC=CC2)CC12CCN(CC2)C=2N=CC(=NC2)SC=2C(=C1C(N(C=NC1=CC2)CC2=CC=CC=C2)=O)Cl (R)-6-((5-(5-amino-5,7-dihydrospiro[cyclopenta[b]pyridine-6,4'-piperidin]-1'-yl)pyrazine-2-yl)thio)-3-benzyl-5-chloroquinazolin-4(3H)-one